(2R,4R)-N-(4-cyclopropyl-2-fluoro-phenyl)-N-[2-[(4,4-difluorocyclohexyl)amino]-2-oxo-1-[4-(trifluoromethyl)-3-pyridyl]ethyl]-4-methoxy-pyrrolidine-2-carboxamide C1(CC1)C1=CC(=C(C=C1)N(C(=O)[C@@H]1NC[C@@H](C1)OC)C(C(=O)NC1CCC(CC1)(F)F)C=1C=NC=CC1C(F)(F)F)F